ClC1=NC=C(C(=N1)OC1=NC=2C=CC3=C(C2C=C1)C1=C(S3)C(NC(C(N1)([2H])[2H])([2H])C([2H])([2H])[2H])=O)CO 3-((2-chloro-5-(hydroxymethyl)pyrimidin-4-yl)oxy)-10-(methyl-d3)-9,10,11,12-tetrahydro-8H-[1,4]diazepino[5',6':4,5]thieno[3,2-f]quinolin-8-one-10,11,11-d3